N-[2'-fluoro-3'-(hydroxymethyl)-2-methylbiphenyl-3-yl]-4,5,6,7-tetrahydro[1,3]thiazolo[5,4-c]pyridine-2-carboxamide FC1=C(C=CC=C1CO)C1=C(C(=CC=C1)NC(=O)C=1SC=2CNCCC2N1)C